N=N diazene